(S)-N1-(4-(chloromethyl)phenyl)-2-((R)-2-((S)-2-(6-(2,5-dioxo-2,5-dihydro-1H-pyrrol-1-yl)hexanamido)propionamido)propionamido)succinamide ClCC1=CC=C(C=C1)NC([C@H](CC(=O)N)NC([C@@H](C)NC([C@H](C)NC(CCCCCN1C(C=CC1=O)=O)=O)=O)=O)=O